cyclohexane-1,2-dicarboxylic acid di-n-pentyl ester C(CCCC)OC(=O)C1C(CCCC1)C(=O)OCCCCC